N-(2-(1,2-dimethyl-2,5-dihydro-1H-pyrrol-3-yl)thieno[2,3-b]pyridin-4-yl)benzo[d]thiazol-5-amine CN1C(C(=CC1)C1=CC=2C(=NC=CC2NC=2C=CC3=C(N=CS3)C2)S1)C